[2-(2,6-Dichloro-phenylamino)-phenyl]-acetic acid 2-(2-tert-butoxycarbonylamino-ethoxy)-ethyl ester C(C)(C)(C)OC(=O)NCCOCCOC(CC1=C(C=CC=C1)NC1=C(C=CC=C1Cl)Cl)=O